(3S)-4-(2-Chloro-6-((1-(methoxycarbonyl)-1,2,3,4-tetrahydronaphthalen-1-yl)methyl)-5-nitropyrimidine-4-yl)-3-(cyanomethyl)piperazine-1-carboxylate ClC1=NC(=C(C(=N1)N1[C@H](CN(CC1)C(=O)[O-])CC#N)[N+](=O)[O-])CC1(CCCC2=CC=CC=C12)C(=O)OC